6-bromo-5-fluoro-1-(2-morpholinoethyl)-1,3-dihydro-2H-benzo[d]imidazol-2-one BrC=1C(=CC2=C(N(C(N2)=O)CCN2CCOCC2)C1)F